Cl.NC1CCC1 3-aminocyclobutane hydrochloride